NC[C@@H]([C@@H](C1=CC=C(C=C1)F)C1=CC(=CC=C1)F)O (1S,2R)-3-amino-1-(3-fluorophenyl)-1-(4-fluorophenyl)propan-2-ol